FC1(CC(C1)CN1N=C(C(=C1C(=O)NC1=CC(=NC=C1)C(=O)N)C(F)(F)F)C(C(F)(F)F)C)F 4-(1-((3,3-difluorocyclobutyl)methyl)-4-(trifluoromethyl)-3-(1,1,1-trifluoropropan-2-yl)-1H-pyrazole-5-carboxamido)picolinamide